FC1=C2C(=CC=NC2=C(C(=C1)[N+](=O)[O-])O)N1CCC(CC1)C(=O)OCC Ethyl 1-(5-fluoro-8-hydroxy-7-nitroquinolin-4-yl)piperidine-4-carboxylate